1-fluoro-2-(pentafluoro-λ6-mercapto)benzene FC1=C(C=CC=C1)S(F)(F)(F)(F)F